3-amino-5-(trifluoromethyl)aniline hydrochloride Cl.NC=1C=C(N)C=C(C1)C(F)(F)F